BrCCCCCOC=1C(=CC2=C(NC(CN(C2=O)C2=CC=C(C=C2)OC)=O)C1)OC 8-((5-bromopentyl)oxy)-7-methoxy-4-(4-methoxyphenyl)-3,4-dihydro-1H-benzo[e][1,4]diazepin-2,5-dione